C(#N)C1=C(C=C(C=N1)NC(C(CCO)(C)O)=O)C(F)(F)F N-[6-cyano-5-(trifluoromethyl)pyridin-3-yl]-2,4-dihydroxy-2-methyl-butyramide